2-aminoethyl (R)-2-(4-((4'-(1,1,1,3,3,3-hexafluoro-2-hydroxypropan-2-yl)-2-methyl-[1,1'-biphenyl]-4-yl)methyl)-1-(pyridin-4-ylmethyl)piperazin-2-yl)acetate FC(C(C(F)(F)F)(O)C1=CC=C(C=C1)C1=C(C=C(C=C1)CN1C[C@H](N(CC1)CC1=CC=NC=C1)CC(=O)OCCN)C)(F)F